4-bromo-7-(4-(tertiary butyl)phenyl)-2-isobutyl-benzotriazole BrC1=CC=C(C2=NN(N=C21)CC(C)C)C2=CC=C(C=C2)C(C)(C)C